C(C)OC(=O)C1=CC=C(C=C1)[N-]C(C(C)(C)C)=O N-(4-ethoxycarbonylphenyl)pivaloyl-amide